5-(4-aminophenyl)-N,N-dimethyloxazol-2-amine NC1=CC=C(C=C1)C1=CN=C(O1)N(C)C